N-(4-chlorobenzyl)-7-oxo-4,5,6,7-tetrahydrothieno[2,3-c]pyridine-3-carboxamide ClC1=CC=C(CNC(=O)C2=CSC=3C(NCCC32)=O)C=C1